3-(4-pyrimidin-2-yl-6-thioxo-pyridazin-1-yl)propanoic acid N1=C(N=CC=C1)C=1C=NN(C(C1)=S)CCC(=O)O